(2S,5S)-5-[(S)-2-(3-Methoxy-benzoylamino)-3-methyl-butyrylamino]-4-oxo-1,2,4,5,6,7-hexahydro-azepino[3,2,1-hi]indole-2-carboxylic acid (1H-[1,2,3]triazol-4-ylmethyl)-amide N1N=NC(=C1)CNC(=O)[C@H]1N2C3=C(C=CC=C3C1)CC[C@@H](C2=O)NC([C@H](C(C)C)NC(C2=CC(=CC=C2)OC)=O)=O